COC(=O)[C@@H]1CN(CC[C@H]1NC(=O)C1=NOC(=C1)C1=C(C=C(C=C1F)F)F)C1C(CCC1)C |r| rac-(3R,4R)-1-(2-methyl-cyclopentyl)-4-{[5-(2,4,6-trifluoro-phenyl)-isoxazole-3-carbonyl]-amino}-piperidine-3-carboxylic acid methyl ester